Adamantylbenzene C12(CC3CC(CC(C1)C3)C2)C2=CC=CC=C2